ClC1=C2C=CN(C2=CC=C1CO)C(=O)OC(C)(C)C tert-Butyl 4-chloro-5-(hydroxymethyl)-1H-indole-1-carboxylate